FC1=C(C=CC=C1)N1N=NC(=C1)CN1C=C(C2=C1N=CN=C2N)C=2C(=NC(=NC2)C(F)(F)F)OC 7-{[1-(2-fluorophenyl)-1H-1,2,3-triazol-4-yl]methyl}-5-[4-methoxy-2-(trifluoromethyl)pyrimidin-5-yl]-7H-pyrrolo[2,3-d]pyrimidin-4-amine